CC=1C=C(C=2C(N1)=NON2)N 5-methyl-[1,2,5]oxadiazolo[3,4-b]pyridin-7-amine